ethyl 5-((3-fluorobenzyl)oxy)-4-(methoxymethyl)-9H-pyrido[3,4-b]indole-3-carboxylate FC=1C=C(COC2=C3C4=C(NC3=CC=C2)C=NC(=C4COC)C(=O)OCC)C=CC1